ClC1=C(N)C=C(C=C1)Cl 2,5-dichloroaniline